FC1=CC=C(C=C1)S(=O)(=O)N1CCC(CC1)NC1=CC=C(C=C1)S(F)(F)(F)(F)F 1-(4-fluorobenzenesulfonyl)-N-[4-(pentafluoro-λ6-sulfanyl)phenyl]piperidin-4-amine